ClC=1C(=NC=C(C1)C(F)(F)F)O[C@@H](CNC1=NC=NC(=C1Cl)C(F)F)C |r| (RS)-N-(2-((3-chloro-5-trifluoromethylpyridin-2-yl)oxy)propyl)-5-chloro-6-difluoromethylpyrimidin-4-amine